ClC=1C=C2C3=C(NC2=CC1)C=[NH+]CC3 6-chloro-4,9-dihydro-3H-pyrido[3,4-b]indol-2-ium